C(C1=CC=CC=C1)OCCC1CCNCC1 4-(2-(benzyloxy)ethyl)piperidine